1-HYDROXY-2,2,6,6-TETRAMETHYLPIPERIDIN ON1C(CCCC1(C)C)(C)C